N1C(C=CC=C1)=O pyridine-one